CN(C1CCN(CC1)C1=CC=C(C=N1)C1=CC=2C3=C(N=NC2C=C1F)N(C(N3C(C)C)=O)C)C 8-(6-(4-(dimethylamino)piperidin-1-yl)pyridin-3-yl)-7-fluoro-1-isopropyl-3-methyl-1,3-dihydro-2H-imidazo[4,5-c]cinnolin-2-one